COCCOC[P+](CC)(CC)CC (2-methoxyethoxymethyl)triethylphosphonium